2-amino-6-borono-2-butylhexanoic acid NC(C(=O)O)(CCCCB(O)O)CCCC